C(C)OC(C(C(C(F)(F)F)=O)Cl)=O.N1CC(CC1)CNS(=O)(=O)C N-(Pyrrolidin-3-ylmethyl)methanesulfonamide Ethyl-2-chloro-4,4,4-trifluoro-3-oxobutanoate